2-methylolpropanediol C(O)C(C(O)O)C